[(4-methoxyphenyl)methyl](methyl)aminopyrazolo[4,3-d]pyrimidine-3-carboxamide COC1=CC=C(C=C1)CC=1C2=C(N=C(N1)NC)C(=NN2)C(=O)N